4-(6-(((S)-1-((2S,4R)-4-hydroxy-2-((4-(4-methylthiazol-5-yl)benzyl)carbamoyl)pyrrolidin-1-yl)-3,3-dimethyl-1-oxobutan-2-yl)amino)-6-oxohexanoyl)piperazin O[C@@H]1C[C@H](N(C1)C([C@H](C(C)(C)C)NC(CCCCC(=O)N1CCNCC1)=O)=O)C(NCC1=CC=C(C=C1)C1=C(N=CS1)C)=O